C(C)(C)(C)OC(NC1=CSC(=C1)Br)=O (5-bromothiophen-3-yl)carbamic acid tert-butyl ester